methyl 4-bromo-3-hydroxy-2-oxo-2H-pyran-6-carboxylate BrC1=C(C(OC(=C1)C(=O)OC)=O)O